4,6-bis(3,6-dicyano-9H-carbazole-9-yl)isophthalic acid C(#N)C=1C=CC=2N(C3=CC=C(C=C3C2C1)C#N)C1=C(C=C(C(=O)O)C(=C1)N1C2=CC=C(C=C2C=2C=C(C=CC12)C#N)C#N)C(=O)O